C[Sn](C1=CC=C(S1)C=1N(C(C2=C(N(C(C21)=O)C)C=2SC(=CC2)[Sn](C)(C)C)=O)C)(C)C 3,6-bis(5-(trimethylstannyl)-2-thienyl)-2,5-dimethyl-2,5-dihydro-pyrrolo[3,4-c]pyrrol-1,4-dione